[4-[4-[4-(isopropylamino)-2-thiazol-5-yl-thieno[2,3-b]pyridin-5-yl]triazol-1-yl]cyclohexyl]methanol C(C)(C)NC1=C2C(=NC=C1C=1N=NN(C1)C1CCC(CC1)CO)SC(=C2)C2=CN=CS2